C(C1CO1)N(C1=CC=C(C=C1)OCC1CO1)CC1CO1 N,N-diglycidyl-4-glycidyloxy-aniline